(2-(2H-1,2,3-triazol-2-yl)phenyl)((1S,4R,6R)-6-((5-(trifluoromethyl)pyridin-2-yl)oxy)-2-azabicyclo[2.2.1]heptan-2-yl)methanone N=1N(N=CC1)C1=C(C=CC=C1)C(=O)N1[C@@H]2[C@@H](C[C@H](C1)C2)OC2=NC=C(C=C2)C(F)(F)F